CC([C@@H](C(=O)N1[C@@H](C[C@H](C1)O)C(=O)NC)N1N=NC(=C1)C1CC2(CC(C2)=O)C1)(C)C (2S,4R)-1-[(2S)-3,3-dimethyl-2-[4-(2-oxospiro[3.3]heptan-6-yl)triazol-1-yl]butanoyl]-4-hydroxy-N-methyl-pyrrolidine-2-carboxamide